F[C@@H]1CN(CC[C@@H]1OC)C1=NC=CC=N1 2-((3R,4S)-3-fluoro-4-methoxypiperidin-1-yl)pyrimidin